rac-4-((2R,3S,4S,5R)-4,5-dimethyl-3-(1,1,7-trifluoro-2,3-dihydro-1H-inden-4-yl)-5-(trifluoromethyl)tetrahydrofuran-2-carboxamido)picolinamide C[C@H]1[C@H]([C@@H](O[C@]1(C(F)(F)F)C)C(=O)NC1=CC(=NC=C1)C(=O)N)C1=C2CCC(C2=C(C=C1)F)(F)F |r|